BrC=1C(=CC(=C(C1)S(=O)(=O)N)OC)OC 5-bromo-2,4-dimethoxy-benzenesulfonamide